(S)-N-(1-(3-chlorophenyl)-2-hydroxyethyl)-4-(2-((3,4-dimethoxyphenyl)amino)-5-methylpyrimidin-4-yl)oxazole-2-carboxamide ClC=1C=C(C=CC1)[C@@H](CO)NC(=O)C=1OC=C(N1)C1=NC(=NC=C1C)NC1=CC(=C(C=C1)OC)OC